C=C(C)C1=CNC2=CN=C(C=C21)C2CCN(CC2)C(=O)OC(C)(C)C tert-butyl 4-(3-(prop-1-en-2-yl)-1H-pyrrolo[2,3-c]pyridin-5-yl)piperidine-1-carboxylate